1-methoxy-4-(trifluoromethyl)benzene COC1=CC=C(C=C1)C(F)(F)F